(2S,4R)-4-((((E)-6-ethoxy-6-oxohex-2-en-1-yl)oxy)methyl)-4-fluoro-1-((4-phenoxybutyryl)glycyl)pyrrolidine-2-carboxylic acid benzyl ester C(C1=CC=CC=C1)OC(=O)[C@H]1N(C[C@@](C1)(F)COC\C=C\CCC(=O)OCC)C(CNC(CCCOC1=CC=CC=C1)=O)=O